NC=1SC(=CN1)C(=O)NC1=C(C=C(C(=C1)C(NC1=CC=C(C=C1)F)=O)F)C 2-Amino-N-[4-fluoro-5-[(4-fluorophenyl)carbamoyl]-2-methylphenyl]-1,3-thiazole-5-carboxamide